NC1=NC=CC(=N1)NC(=O)C1SC(CC1C1=C(C(=C(C=C1)F)F)OC)(C(F)(F)F)C N-(2-aminopyrimidin-4-yl)-3-(3,4-difluoro-2-methoxyphenyl)-5-methyl-5-(trifluoromethyl)tetrahydrothiophene-2-carboxamide